5-iodo-2-thiophenacetonitrile IC1=CC=C(S1)CC#N